N-(2-((2-(Dimethylamino)ethyl)(methyl)amino)-5-((4-(3-methyl-2-oxo-2,3-dihydro-1H-benzo[d]imidazol-1-yl)pyrimidin-2-yl)amino)phenyl)acrylamide CN(CCN(C1=C(C=C(C=C1)NC1=NC=CC(=N1)N1C(N(C2=C1C=CC=C2)C)=O)NC(C=C)=O)C)C